(+-)-(1S,3R,4S)-3-hydroxy-4-isopropoxycyclopentane-1-carboxylic acid O[C@@H]1C[C@@H](C[C@@H]1OC(C)C)C(=O)O |r|